3-(2,6-diisopropylphenyl)oxazolium C(C)(C)C1=C(C(=CC=C1)C(C)C)[N+]1=COC=C1